behenyl-palmitoleic acid C(CCCCCCCCCCCCCCCCCCCCC)C(C(=O)O)CCCCCC\C=C/CCCCCC